C(C)(C)(C)OC(NC1CCN(CC1)C1=NC=CC=N1)=O pyrimidin-2-ylpiperidine-4-carbamic acid tert-butyl ester